methyl (S)-5-((7-((1-((tert-butyldiphenylsilyl)oxy)hexan-3-yl)amino)-5-((methoxycarbonyl)amino)-1H-pyrazolo[4,3-d]pyrimidin-1-yl)methyl)-6-methoxynicotinate [Si](C1=CC=CC=C1)(C1=CC=CC=C1)(C(C)(C)C)OCC[C@H](CCC)NC=1C2=C(N=C(N1)NC(=O)OC)C=NN2CC=2C(=NC=C(C(=O)OC)C2)OC